di(n-butyl)-2,2'-[oxybis(methylene)]bis-2-propenoate C(CCC)OC(C(=C)COCC(C(=O)OCCCC)=C)=O